C(#N)C1=CC(=C(C=C1)[C@@H]1COC2=C(O1)C=CC=C2C2CCN(CC2)CC2=NC1=C(N2C)C=C(C=C1OC(F)F)C(=O)O)F (R)-2-((4-(2-(4-Cyano-2-fluorophenyl)-2,3-dihydrobenzo[b][1,4]dioxin-5-yl)piperidin-1-yl)methyl)-4-(difluoromethoxy)-1-methyl-1H-benzo[d]imidazole-6-carboxylic acid